O[C@@H]([C@H](CO[C@H]1O[C@@H]([C@@H]([C@@H]([C@H]1O)O)O)CO)NC(CCCCCCOCCCC1CCOCC1)=O)[C@@H](CCCCCCCCCCCCCC)O N-((2S,3S,4R)-3,4-dihydroxy-1-(((2S,3R,4S,5R,6R)-3,4,5-trihydroxy-6-(hydroxymethyl)tetrahydro-2H-pyran-2-yl)oxy)octadecan-2-yl)-7-(3-(tetrahydro-2H-pyran-4-yl)propoxy)heptanamide